N(=[N+]=[N-])C1=C(C(=C(C(=O)OCC(C(C(C(COC(C2=C(C(=C(C(=C2F)F)N=[N+]=[N-])F)F)=O)OC(C2=C(C(=C(C(=C2F)F)N=[N+]=[N-])F)F)=O)OC(C2=C(C(=C(C(=C2F)F)N=[N+]=[N-])F)F)=O)OC(C2=C(C(=C(C(=C2F)F)N=[N+]=[N-])F)F)=O)OC(C2=C(C(=C(C(=C2F)F)N=[N+]=[N-])F)F)=O)C(=C1F)F)F)F hexane-1,2,3,4,5,6-hexayl hexakis(4-azido-2,3,5,6-tetrafluorobenzoate)